COC=1C=C(C=CC1O)CC(C(=O)[O-])=O 3-methoxy-4-hydroxyphenylpyruvate